C1(CC1)NC(C1=CC(=C(C=C1)C)C=1C=NN(C1)C1=CN=C(S1)N1N=CC=C1)=O N-cyclopropyl-4-methyl-3-[1-(2-pyrazol-1-yl-thiazol-5-yl)-1H-pyrazol-4-yl]-benzamide